(E)-6-methyl-2-(4-(naphthalen-1-yl)but-2-en-1-yl)-1,3,6,2-dioxazaborocane-4,8-dione CN1CC(OB(OC(C1)=O)C\C=C\CC1=CC=CC2=CC=CC=C12)=O